thiophene-2-carboxylate hydrochloride Cl.S1C(=CC=C1)C(=O)O